FC(C1=NN=C(O1)C=1C=CC(=NC1)CN(S(=O)(=O)CC)C=1C=CC=C2C=NN(C12)C)F N-((5-(5-(difluoromethyl)-1,3,4-oxadiazol-2-yl)pyridin-2-yl)methyl)-N-(1-methyl-1H-indazol-7-yl)ethanesulfonamide